5-(propylamino)-4-hexen-3-one C(CC)NC(=CC(CC)=O)C